4-(((4'-(6-chloro-2-(((3R,3aR,6R,6aR)-6-hydroxyhexahydrofuro[3,2-b]furan-3-yl)oxy)-1H-benzo[d]imidazol-5-yl)-[1,1'-biphenyl]-4-yl)methyl)amino)-N-(2-hydroxyethyl)butanamide ClC=1C(=CC2=C(NC(=N2)O[C@H]2[C@@H]3[C@H](OC2)[C@@H](CO3)O)C1)C1=CC=C(C=C1)C1=CC=C(C=C1)CNCCCC(=O)NCCO